C(CCCC)[At] Amylastatine